(S)-4-[5-(5-fluoro-2-methylpyridin-4-yl)-1H-pyrazole-3-carbonyl]-4-azaspiro[2.5]octane FC=1C(=CC(=NC1)C)C1=CC(=NN1)C(=O)N1C2(CC2)CCCC1